2-(1-(3,3-dimethylcyclohexyl) ethoxy)-2-methylpropyl cyclopropaneformate C1(CC1)C(=O)OCC(C)(C)OC(C)C1CC(CCC1)(C)C